7-(METHYLAMINO)PYRAZOLO[1,5-A]PYRIMIDIN-3-CARBOXAMID CNC1=CC=NC=2N1N=CC2C(=O)N